4-bromophenyl-dibenzofuran (4-methyltetrahydropyran-4-yl)2-[(3-hydroxyphenyl)methylene]-3-oxo-butanoate CC1(CCOCC1)OC(C(C(C)=O)=CC1=CC(=CC=C1)O)=O.BrC1=CC=C(C=C1)C1=CC=CC=2OC3=C(C21)C=CC=C3